(bis(o-N,N-dimethylaminobenzyl))lutetium CN(C)C1=C(C[Lu]CC2=C(C=CC=C2)N(C)C)C=CC=C1